N#CBr Cyanogen bromid